trimethyl 1,2,3-benzenetricarboxylate C1(=C(C(=CC=C1)C(=O)OC)C(=O)OC)C(=O)OC